C1CCC1 Cyclobutan